ClC=1C=C(C=C(C1CC=1OC(N(N1)C1CCCCC1)=O)Cl)N1N=C(C(NC1=O)=O)CF 2-(3,5-dichloro-4-((4-cyclohexyl-5-oxo-4,5-dihydro-1,3,4-oxadiazol-2-yl)methyl)phenyl)-6-(fluoromethyl)-1,2,4-triazine-3,5(2H,4H)-dione